FC1=C(C=CC=C1F)CN1C(CCC1=O)CC(=O)NC1=NN=NN1C 2-[1-[(2,3-difluorophenyl)methyl]-5-oxopyrrolidin-2-yl]-N-(1-methyl-1H-tetrazol-5-yl)acetamid